Carbonic acid 7-[4-(4-benzo[b]thiophen-4-ylpiperazin-1-yl)butoxy]-4,4-dimethyl-2-oxo-3,4-dihydro-2H-quinolin-1-ylmethyl ester hexyl ester C(CCCCC)OC(OCN1C(CC(C2=CC=C(C=C12)OCCCCN1CCN(CC1)C1=CC=CC=2SC=CC21)(C)C)=O)=O